(R)-1-cyclopropylethylamine C1(CC1)[C@@H](C)N